N-((3S,4S)-3-((6-(2,6-dichloro-3,5-dimethoxyphenyl)-8-((3,3-difluorocyclobutyl)amino)pyrido[3,4-d]pyrimidin-2-yl)amino)tetrahydro-2H-pyran-4-yl)acrylamide ClC1=C(C(=C(C=C1OC)OC)Cl)C1=CC2=C(N=C(N=C2)N[C@@H]2COCC[C@@H]2NC(C=C)=O)C(=N1)NC1CC(C1)(F)F